CC(C[C@H](OC1=CC=C(C(=O)OC2=NC(=NC(=N2)OC)OC)C=C1)C1=CC=C(C=C1)C1=CC=C(C=C1)C(F)(F)F)C 4,6-Dimethoxy-1,3,5-triazin-2-yl (S)-4-(3-methyl-1-(4'-(trifluoromethyl)-[1,1'-biphenyl]-4-yl)butoxy)benzoate